6-(3-methyl-1H-indol-2-yl)-N-neopentyl-pyrazine-2-carboxamide CC1=C(NC2=CC=CC=C12)C1=CN=CC(=N1)C(=O)NCC(C)(C)C